Methyl 1-[3-(dimethylcarbamoyl)-2-fluoro-phenyl]-4-hydroxy-6-oxo-pyridazine-3-carboxylate CN(C(=O)C=1C(=C(C=CC1)N1N=C(C(=CC1=O)O)C(=O)OC)F)C